1-oleoyl-glycero-3-phosphorylcholine C(CCCCCCC\C=C/CCCCCCCC)(=O)OCC(O)COP(=O)(O)OCC[N+](C)(C)C